7-amino-N-(7-{9-amino-2,2-dimethyl-1,4-dioxa-7-azaspiro[4.4]nonan-7-yl}-2H,3H,4H-pyrano[2,3-b]pyridin-3-yl)-3-methylthieno[2,3-b]pyrazine-6-carboxamide NC1=C(SC2=NC(=CN=C21)C)C(=O)NC2CC=1C(=NC(=CC1)N1CC3(OCC(O3)(C)C)C(C1)N)OC2